FC1=CC=C2C(CN=CC2=C1)C(=C)C 7-fluoro-4-(prop-1-en-2-yl)-3,4-dihydroisoquinolin